N[C@@H](CCC1=CC=CC=C1)C(=O)O E-homophenylalanine